CN1N=C(N=C1)COCC1=C(C(=O)O)C=CC(=N1)C(F)(F)F 2-(((1-methyl-1H-1,2,4-triazol-3-yl)methoxy)methyl)-6-(trifluoromethyl)nicotinic acid